S(=O)(=O)(O)C(C(=O)[O-])CCCCCCCCCC 2-sulfolaurate